NC1=CC=C2CC(C(C2=C1)O)(C(=O)OC)C(C)C Methyl 6-amino-1-hydroxy-2-isopropyl-2,3-dihydro-1H-indene-2-carboxylate